CN1C(=NNC1=O)C(=O)O 4-methyl-5-oxo-4,5-dihydro-1H-1,2,4-triazole-3-carboxylic Acid